iron-tungsten-boron [B].[W].[Fe]